F[C@@H]1[C@H](CNC1)NC1=NC(=CC=C1)C1=CN=C2N1C=CC(=C2)OC N-((3S,4S)-4-fluoropyrrolidin-3-yl)-6-(7-methoxyimidazo[1,2-a]pyridin-3-yl)pyridin-2-amine